C1(CC1)C1CC(C=2N(C(=C(C21)C(=O)OCC)C)S(=O)(=O)C2=CC=C(C)C=C2)=O ethyl 4-cyclopropyl-2-methyl-6-oxo-1-tosyl-1,4,5,6-tetrahydrocyclopenta[b]pyrrole-3-carboxylate